C(C)C=1C(=NC2=CC=C(C=C2C1C#N)C)N1CCOCC1 3-ethyl-6-methyl-2-morpholino-quinoline-4-carbonitrile